C1(CC1)C1=CC2=C(C(=NN(C2=O)CC(=O)NC=2C=CC=3N(N2)C=NN3)C)O1 2-{2-Cyclopropyl-7-methyl-4-oxo-4H,5H-furo[2,3-d]pyridazin-5-yl}-N-{[1,2,4]triazolo[4,3-b]pyridazin-6-yl}acetamide